ClC=1C=C2N(C(C=3N(C2=CC1)C=CN3)=O)C3=C(C#N)C=CC=C3 2-(7-chloro-4-oxoimidazo[1,2-a]quinoxaline-5(4H)-yl)benzonitrile